(9S,13S,14S)-2-(1H-Imidazol-1-yl)-3-methoxy-17-methyl-morphinan dihydrobromide Br.Br.N1(C=NC=C1)C1=CC=2C[C@H]3[C@H]4CCCC[C@]4(C2C=C1OC)CCN3C